benzotriazol-1-yloxyltripyrrolidinophosphonium hexafluorophosphate F[P-](F)(F)(F)(F)F.N1(N=NC2=C1C=CC=C2)O[P+](N2CCCC2)(N2CCCC2)N2CCCC2